N1CC=NC=C1 1,2-dihydropyrazine